BrC1=CC=C(C=C1)CS(=O)(=O)NCCCl 1-(4-Bromophenyl)-N-(2-chloroethyl)methanesulfonamide